CC=1C=C(C=C(C1)C)C1=NOC(=N1)C1=CC=CC=2N(N=NC21)CCC 3-(3,5-dimethylphenyl)-1,2,4-oxadiazol-5-yl-1-propyl-1H-1,2,3-benzotriazole